ethyl 4-[1-(2,2-dimethylpropanoyl)-5-(4-fluorophenyl)-6-tetrahydropyran-3-yl-pyrrolo[2,3-f]indazol-7-yl]benzoate CC(C(=O)N1N=CC2=CC3=C(C=C12)C(=C(N3C3=CC=C(C=C3)F)C3COCCC3)C3=CC=C(C(=O)OCC)C=C3)(C)C